NNC(=O)OCC aminourethane